benzyl 4-(((tert-butyloxycarbonyl) (methyl) amino) methyl)-4-cyanopiperidine-1-carboxylate C(C)(C)(C)OC(=O)N(C)CC1(CCN(CC1)C(=O)OCC1=CC=CC=C1)C#N